B(O)O.OC(C)(C)C(C)(C)O pinacol boronate